octyloxy oxypropylene phosphate P1(=O)(OOCCCCCCCC)OOCC(C)O1